N-(3-bromo-4-fluorophenyl)-N'-hydroxy-4-({[(4S)-1-methyl-2-oxoimidazolidin-4-yl]methyl}sulfanyl)-1,2,5-oxadiazole-3-carboximidamide BrC=1C=C(C=CC1F)NC(=NO)C1=NON=C1SC[C@H]1NC(N(C1)C)=O